Propargyl-3-Maleimido-Propionamide C(C#C)C(C(=O)N)CN1C(C=CC1=O)=O